NC1=NC=CC(=C1C#CC1=CC=C(C(=O)OC)C=C1)C1=CC(=C(C=C1)F)C#N methyl 4-((2-amino-4-(3-cyano-4-fluorophenyl)pyridin-3-yl)ethynyl)benzoate